di(12-(perfluoro-tert-butoxy)dodecyl)amine FC(C(C(F)(F)F)(C(F)(F)F)OCCCCCCCCCCCCNCCCCCCCCCCCCOC(C(F)(F)F)(C(F)(F)F)C(F)(F)F)(F)F